CN1CC(C1)(C)C(O)(C1=CC(=NC=C1)N1CCOCC1)C1=CC=C(C=C1)C(C)C (1,3-Dimethyl-azetidin-3-yl)-(4-isopropyl-phenyl)-(2-morpholin-4-yl-pyridin-4-yl)-methanol